CN1C[C@H](CC1)N1N=C2C=CC(=CC2=C1)B1OC(C(O1)(C)C)(C)C 2-[(3S)-1-Methylpyrrolidin-3-yl]-5-(4,4,5,5-tetramethyl-1,3,2-dioxaborolan-2-yl)indazole